CN1[C@@H]2CC[C@H]1CC(C2)OC(C3=CC=CC=C3)C4=CC=CC=C4 The molecule is tropane in which a hydrogen at position 3 is substituted by a diphenylmethoxy group (endo-isomer). An acetylcholine receptor antagonist, it is used (particularly as its methanesulphonate salt) in the treatment of Parkinson's disease, and to reduce parkinsonism and akathisia side effects of antipsychotic treatments. It has a role as an antiparkinson drug, a parasympatholytic, an antidyskinesia agent, a muscarinic antagonist and a oneirogen.